2-amino-3-cyano-4-(5-methyl-2-thienyl)-6-methyl-4H-pyran-5-carboxylic acid methyl ester COC(=O)C=1C(C(=C(OC1C)N)C#N)C=1SC(=CC1)C